FC(C12COC(C1)(C2)C(=O)N[C@H](C(N[C@@H](C[C@H]2C(NCC2)=O)C(COC(F)(F)F)=O)=O)CC(C)C)F 4-(difluoromethyl)-N-((S)-4-methyl-1-oxo-1-(((S)-3-oxo-1-((S)-2-oxopyrrolidin-3-yl)-4-(trifluoromethoxy)butan-2-yl)amino)pentan-2-yl)-2-oxabicyclo-[2.1.1]hexane-1-carboxamide